C(#N)C1=CC(=C(COC2=NC(=NC=C2)N2CCN(C3CC23)C(=O)OC(C)(C)C)C=C1)F tert-butyl 5-(4-((4-cyano-2-fluorobenzyl) oxy) pyrimidin-2-yl)-2,5-diazabicyclo[4.1.0]heptane-2-carboxylate